methyl 2-(3-bromo-2-fluorophenyl)acetate BrC=1C(=C(C=CC1)CC(=O)OC)F